2-(6-((2-Amino-3-chloropyridin-4-yl)thio)pyrido[2,3-b]pyrazin-2-yl)-2-azaspiro[4.4]nonan-6-amine NC1=NC=CC(=C1Cl)SC=1C=CC=2C(=NC=C(N2)N2CC3(CC2)C(CCC3)N)N1